C1(CCCCC1)CN(C(=O)C=1C=C2N=C(C=NC2=CC1)C1=CC=2C(N=C1)=NN(C2)C)C N-(cyclohexylmethyl)-N-methyl-3-(2-methyl-2H-pyrazolo[3,4-b]pyridin-5-yl)-6-quinoxalinecarboxamide